ClC=1C=C(C=CC1)N1C(=NC2=C1C=CC(=C2)C(=O)N2CCCCC2)C(=O)OCC ethyl 1-(3-chlorophenyl)-5-(piperidine-1-carbonyl)-1H-benzo[d]imidazole-2-carboxylate